2-((S)-1-(4-(4-cyano-6-((4-cyano-2-fluorobenzyl)oxy)pyridin-2-yl)piperazine-1-yl)ethyl)-1-(((S)-oxetan-2-yl)methyl)-1H-benzo[d]imidazole-6-carboxylic acid C(#N)C1=CC(=NC(=C1)OCC1=C(C=C(C=C1)C#N)F)N1CCN(CC1)[C@@H](C)C1=NC2=C(N1C[C@H]1OCC1)C=C(C=C2)C(=O)O